ClC1=NC(=CC(=C1C(=O)O)Cl)Cl 2,4,6-Trichloropyridine-3-carboxylic acid